NC=1C(=C(C=C2C=CN=CC12)C1=C(C(=NC=C1)N)C)F 8-amino-6-(2-amino-3-methylpyridin-4-yl)-7-fluoroisoquinolin